C[C@@H]1O[C@@H](CN(C1)C1=NC=CC(=N1)C1=NC2=CC(=NC=C2C=C1)CNC(=O)C=1C=CC2=C(S(CCC(N2)=O)(=O)=O)C1)C N-((2-(2-((cis)-2,6-dimethylmorpholino)pyrimidin-4-yl)-1,6-naphthyridin-7-yl)methyl)-4-oxo-2,3,4,5-tetrahydrobenzo[b][1,4]thiazepine-8-carboxamide 1,1-dioxide